1-(6-(cyclopropanesulfonylamino)pyrazin-2-yl)-N-(5-(6-ethoxypyrazin-2-yl)pyridin-2-yl)cyclohexane-1-carboxamide C1(CC1)S(=O)(=O)NC1=CN=CC(=N1)C1(CCCCC1)C(=O)NC1=NC=C(C=C1)C1=NC(=CN=C1)OCC